N-(2-(2-(2-Aminoethoxy)ethoxy)ethyl)-3-(1-methyl-1H-imidazol-4-yl)-4-((4-(trifluoromethyl)benzyl)amino)benzamide NCCOCCOCCNC(C1=CC(=C(C=C1)NCC1=CC=C(C=C1)C(F)(F)F)C=1N=CN(C1)C)=O